4-chloro-N-((6-methoxy-1-methyl-1H-benzimidazol-7-yl)methyl)benzamide ClC1=CC=C(C(=O)NCC2=C(C=CC3=C2N(C=N3)C)OC)C=C1